FC(CC=1C=CC(=NC1)C1=CC=C2C=NC(=NN21)N[C@H]2[C@@H](COCC2)O)(F)F (3S,4R)-4-((7-(5-(2,2,2-trifluoroethyl)pyridin-2-yl)pyrrolo[2,1-f][1,2,4]triazin-2-yl)amino)tetrahydro-2H-pyran-3-ol